B([O-])([O-])O.C1(=CC(=CC=C1)[P+](C=1C=C(C=CC1)C)(C=1C=C(C=CC1)C)C=1C=C(C=CC1)C)C.[Li+] lithium tetrakis(m-tolyl)phosphonium borate